7-fluoro-3-((3-oxo-3-((1-(2,2,2-trifluoroethyl)pyrroline-3-yl)oxy)propyl)amino)benzo[e][1,2,4]triazine-1,4-dioxide FC1=CC2=C([N+](=C(N=[N+]2[O-])NCCC(OC2=CN(CC2)CC(F)(F)F)=O)[O-])C=C1